N-(5-(4-chloro-2-(4-fluoro-3-(morpholine-4-carbonyl)phenyl)-1H-pyrrolo[2,3-b]pyridin-3-yl)-2-methylphenyl)acrylamide ClC1=C2C(=NC=C1)NC(=C2C=2C=CC(=C(C2)NC(C=C)=O)C)C2=CC(=C(C=C2)F)C(=O)N2CCOCC2